7-(benzylthio)-5-bromoquinolin-2-amine C(C1=CC=CC=C1)SC1=CC(=C2C=CC(=NC2=C1)N)Br